C(=O)=C=CC#N carbonyl-acrylonitrile